(8-oxa-3-azabicyclo[3.2.1]octan-3-yl)(8-((R)-morpholin-3-yl)-6-(3-(trifluoromethyl)-1H-pyrrolo[2,3-b]pyridin-5-yl)-3,4-dihydroIsoquinolin-2(1H)-yl)methanone C12CN(CC(CC1)O2)C(=O)N2CC1=C(C=C(C=C1CC2)C=2C=C1C(=NC2)NC=C1C(F)(F)F)[C@H]1NCCOC1